N-[1-(4-Chloro-3-cyano-1H-indol-7-yl)piperidin-4-yl]-3-cyano-4-[4-({4-[4-(2,4-dioxo-1,3-diazinan-1-yl)-1H-indol-1-yl]piperidin-1-yl}methyl)piperidin-1-yl]benzamide ClC1=C2C(=CNC2=C(C=C1)N1CCC(CC1)NC(C1=CC(=C(C=C1)N1CCC(CC1)CN1CCC(CC1)N1C=CC2=C(C=CC=C12)N1C(NC(CC1)=O)=O)C#N)=O)C#N